CN1N=C(C2=CC(=CC=C12)CN(CCC1=CC=C(C=C1)NC(=O)C1=C(C=C(C(=C1)OC)OC)NC(=O)C=1OC2=CC=CC=C2C(C1)=O)CC1=CN=CS1)C N-(2-((4-(2-(((1,3-Dimethyl-1H-indazol-5-yl)methyl)(thiazol-5-ylmethyl)amino)ethyl)phenyl)carbamoyl)-4,5-dimethoxyphenyl)-4-oxo-4H-chromene-2-carboxamide